C(C)(C)(C)OC(=O)C1=CC=CC2=CC=C(C=C12)CCCOS(=O)(=O)C1=CC=C(C)C=C1 7-(3-(p-toluenesulfonyloxy)propyl)-1-naphthoic acid tert-butyl ester